CC(C(=O)OCC(F)(F)F)(C)C1C2(CC2)C(=NN1C1=CC=C(C=C1)[N+](=O)[O-])C1=CC=CC=C1 2,2,2-Trifluoroethyl 2-methyl-2-(5-(4-nitrophenyl)-7-phenyl-5,6-diazaspiro[2.4]hept-6-en-4-yl)propanoate